4-{[2-(Trimethylsilyl)Ethoxy]Methoxy}Benzamide C[Si](CCOCOC1=CC=C(C(=O)N)C=C1)(C)C